N=1N=C(N2C1C=NC=C2)C(=O)OCC ethyl [1,2,4]triazolo[4,3-a]pyrazine-3-carboxylate